3-(3-(2-isopropyl-5-methylphenyl)-4-oxothiazolidin-2-ylidene)urea C(C)(C)C1=C(C=C(C=C1)C)N1C(SCC1=O)=NC(N)=O